N-[(3-chloro-4-fluorophenyl)-(5-methyl-4-methylsulfonyl-1H-imidazol-2-yl)methyl]-5-fluoro-6-(trifluoromethyl)pyridin-2-amine ClC=1C=C(C=CC1F)C(NC1=NC(=C(C=C1)F)C(F)(F)F)C=1NC(=C(N1)S(=O)(=O)C)C